ClC=1C=CC(=C(C1)N1CON(CO1)C(C(=O)NC1=CC2=CN(N=C2C=C1)C)CC=1C=NN(C1)C)N1N=NC(=C1)Cl 2-(4-(5-chloro-2-(4-chloro-1H-1,2,3-triazol-1-yl)phenyl)-2,5-dioxapiperazin-1-yl)-3-(1-methyl-1H-pyrazol-4-yl)-N-(2-methyl-2H-indazol-5-yl)propionamide